4-(6-(4-amino-4-(pyridin-3-ylmethyl)piperidin-1-yl)pyridin-3-yl)-6-(2-hydroxy-2-methylpropoxy)pyrazolo[1,5-a]pyridine-3-carbonitrile NC1(CCN(CC1)C1=CC=C(C=N1)C=1C=2N(C=C(C1)OCC(C)(C)O)N=CC2C#N)CC=2C=NC=CC2